5-((2-((tert-Butoxycarbonyl)amino)ethyl)(methyl)amino)benzo[c][2,6]naphthyridine-8-carboxylic acid C(C)(C)(C)OC(=O)NCCN(C1=NC2=C(C3=CN=CC=C13)C=CC(=C2)C(=O)O)C